2-((5-(2-(1-amino-3-methylbut-2-yl)-2,6-diazaspiro[3.4]oct-6-yl)-1,2,4-triazin-6-yl)oxy)-N-ethyl-5-fluoro-N-isopropylbenzamide NCC(C(C)C)N1CC2(C1)CN(CC2)C=2N=CN=NC2OC2=C(C(=O)N(C(C)C)CC)C=C(C=C2)F